BrC1=CC=C(C=N1)CO 6-Bromo-3-hydroxymethylpyridine